COC=1C=C(C(=O)NC)C=C(C1)B1OC(C(O1)(C)C)(C)C 3-methoxy-N-methyl-5-(4,4,5,5-tetramethyl-1,3,2-dioxaborolan-2-yl)benzamide